sodium sesquiquinolate N1=C(C=CC2=CC=CC=C12)C(=O)O.[Na+].N1=C(C=CC2=CC=CC=C12)C(=O)[O-].N1=C(C=CC2=CC=CC=C12)C(=O)[O-].[Na+]